(1R,3S)-3-[3-({[5-(trifluoromethyl)pyrazin-2-yl]acetyl}amino)-1H-pyrazol-5-yl]cyclopentyl tert-butylcarbamate C(C)(C)(C)NC(O[C@H]1C[C@H](CC1)C1=CC(=NN1)NC(CC1=NC=C(N=C1)C(F)(F)F)=O)=O